CNC(C1=CC(=CC=C1)C1=CC(=C(C=C1)C[C@H]1O[C@H]([C@H]([C@@H]([C@H]1O)O)O)CO)C)=O N-methyl-3-[3-methyl-4-[[(2R,3R,4R,5S,6S)-3,4,5-trihydroxy-6-(hydroxymethyl)tetrahydropyran-2-yl]methyl]phenyl]benzamide